CC1=C(C(=O)[O-])C=C(C(=C1)C1CN(CCC1)C(C(F)(F)F)=O)C 2,5-dimethyl-4-(1-(2,2,2-trifluoroacetyl)piperidin-3-yl)benzoate